S1C(=NC2=C1C=CC=C2)C2=NN=C1N2CCC=C1C 3-(Benzo[d]thiazol-2-yl)-8-methyl-5,6-dihydro-[1,2,4]triazolo[4,3-a]pyridine